ClC=1C=NN2C1N=CC=C2C2=CC=C(N(C1=CC=CC=C1)C1=CC=CC=C1)C=C2 4-(3-Chloropyrazolo[1,5-a]pyrimidin-7-yl)-N,N-diphenylaniline